2-(8-((R)-5-Imino-3,6,6-trimethyl-1,1-dioxidothiomorpholin-3-yl)dibenzo[b,d]thiophen-3-yl)cyclopropanecarbonitrile N=C1C(S(C[C@@](N1)(C)C=1C=CC2=C(C3=C(S2)C=C(C=C3)C3C(C3)C#N)C1)(=O)=O)(C)C